FC=1C=C2C(=CC=NC2=CC1)C1CCC(CC1)C(C)N 1-(4-(6-fluoroquinolin-4-yl)cyclohexyl)ethan-1-amine